tert-butyl hydrazinoformate (tert-Butyl carbazate) C(C)(C)(C)N(C(=O)O)N.N(N)C(=O)OC(C)(C)C